ClC(C1=NC(=NC(=N1)N)C=CC1=CC=C(C=C1)OC)(Cl)Cl 2-trichloromethyl-4-amino-6-p-methoxystyryl-s-triazine